C(C1=CC=CC=C1)OC(=O)N1CC2=CC(=CC(=C2C1)C1=CC=CC=C1)CN(C)C.C(C1=CC=CC=C1)OCCCCCCCCCCCCCCCCCCCCC(CN(C(C1=C(C=C(C=C1)OC)F)=O)C1=NC(=CC=C1)C)(C)C N-(22-(benzyloxy)-2,2-dimethyldocosyl)-2-fluoro-4-methoxy-N-(6-methylpyridin-2-yl)benzamide benzyl-6-((dimethylamino)methyl)-4-phenylisoindoline-2-carboxylate